2-[9-(cis-3-hydroxy-3-methylcyclobutyl)-9H-pyridazino[3,4-b]indol-3-yl]-3-methyl-5-(trifluoromethyl)phenol OC1(CC(C1)N1C2=C(C3=CC=CC=C13)C=C(N=N2)C2=C(C=C(C=C2C)C(F)(F)F)O)C